N[C@@H](CO)[C@@H](\C=C\CCCCCCCCCCCCC)O (2S,3R,4E)-2-amino-4-octadecene-1,3-diol